tri(tetrabutylammonium) hydrogenpyrophosphate OP([O-])(=O)OP(=O)([O-])[O-].C(CCC)[N+](CCCC)(CCCC)CCCC.C(CCC)[N+](CCCC)(CCCC)CCCC.C(CCC)[N+](CCCC)(CCCC)CCCC